BrC1=C(C=CC(=C1)F)NC1=C(C(=O)O)C=C(C=C1)C(F)(F)F ((2-bromo-4-fluorophenyl)amino)-5-(trifluoromethyl)benzoic acid